N(=N\C1=CC=C(C=C1O)Br)/C1=CC=C(C=C1O)Br (E)-6,6'-(diazen-1,2-diyl)bis(3-bromophenol)